6-(1-(4-(tert-butyl)benzyl)-4-cyano-1H-indole-7-carboxamido)spiro[3.3]heptane C(C)(C)(C)C1=CC=C(CN2C=CC3=C(C=CC(=C23)C(=O)NC2CC3(CCC3)C2)C#N)C=C1